CC1=CC(=O)C2C(O)=CC=CC=2C1=O plumbagin